OC=1C(C2=CC=CC=C2C(C1C)=O)=O 2-hydroxy-3-methyl-1,4-naphthoquinone